4-{1-[1-methyl-2-(1H-1,2,4-triazol-1-yl)ethyl]-1H-pyrazol-4-yl}-7H-pyrrolo[2,3-d]pyrimidine CC(CN1N=CN=C1)N1N=CC(=C1)C=1C2=C(N=CN1)NC=C2